3-bromo-4-fluoro-1H-pyrrolo[2,3-c]pyridine BrC1=CNC2=CN=CC(=C21)F